CN(C)CC=1C=C(C=CC1)[S@@](=O)(N)=NC(NC1=C2CCCC2=CC=2CCCC12)=O (R)-3-((dimethylamino)methyl)-N'-(1,2,3,5,6,7-hexahydro-s-indacen-4-ylcarbamoyl)benzenesulfonimidamide